C(C)N(C(CCC)=O)CC N,N-diethylbutyric acid amide